[S-][S-].[K+].[K+].[K+].[K+].[S-][S-] tetrapotassium disulfide